(3,3-difluoro-1-methyl-cyclobutyl)methanol FC1(CC(C1)(C)CO)F